dicarboxyl-lactic acid butyl ester C(CCC)OC([C@@](O)(CC(=O)O)C(=O)O)=O